1',3'-dihydro-spiro[cyclohexane-1,2'-indene]-3'-amine C1C2(C(C3=CC=CC=C13)N)CCCCC2